CC1=C(OC2=C(C=C(C=C2C1=O)C)C(C)NC1=C(C(=O)OC(C)(C)C)C=CC=C1)C1CCN(CC1)C1=NC=CC=C1 tert-butyl 2-((1-(3,6-dimethyl-4-oxo-2-(1-(pyridin-2-yl)piperidin-4-yl)-4H-chromen-8-yl)ethyl)amino)benzoate